CN(/C=C(\CC1=CC=C(C2=CC=CC=C12)OC)/C1=C(C=CC=C1)F)C (E)-3-(dimethylamino)-1-(4-methoxynaphthalene-1-yl)-2-(2-fluorophenyl)prop-2-ene